octadecyl 3-(3,5-di-tert-butyl-4-hydroxyphenyl)propionate C(C)(C)(C)C=1C=C(C=C(C1O)C(C)(C)C)CCC(=O)OCCCCCCCCCCCCCCCCCC